C1OCCN2C1CN(CC2)C=2C(=C(N)C=CC2)[N+](=O)[O-] 3-(hexahydropyrazino[2,1-c][1,4]oxazin-8(1H)-yl)-2-nitroaniline